(1-(p-tolyl)vinyl)-1-p-tolylaziridine C1(=CC=C(C=C1)C(=C)C1N(C1)C1=CC=C(C=C1)C)C